6-chloro-N-ethoxy-4-((4-ethoxy-2-(N-methylmethanesulfonamido)phenyl)amino)nicotinamide ClC1=NC=C(C(=O)NOCC)C(=C1)NC1=C(C=C(C=C1)OCC)N(S(=O)(=O)C)C